(1aR,5aR)-2-Pyridin-4-yl-1a,2,5,5a-tetrahydro-1H-2,3-diaza-cyclopropa[a]pentalene-4-carboxylic acid (tetrahydro-pyran-4-ylmethyl)-amide O1CCC(CC1)CNC(=O)C=1C=2C[C@@H]3[C@H](C2N(N1)C1=CC=NC=C1)C3